2,4-bis(trifluoromethyl)-6-(3-((oxiran-2-yl)methyl)-2-oxoimidazolidin-1-yl)phenyl (4-fluorophenyl)(methyl)carbamate FC1=CC=C(C=C1)N(C(OC1=C(C=C(C=C1N1C(N(CC1)CC1OC1)=O)C(F)(F)F)C(F)(F)F)=O)C